1-(5-((4-cyclopropylpiperazin-1-yl)methyl)benzo[d]isoxazol-3-yl)-3-(4-methoxybenzyl)dihydropyrimidine-2,4(1H,3H)-dione C1(CC1)N1CCN(CC1)CC=1C=CC2=C(C(=NO2)N2C(N(C(CC2)=O)CC2=CC=C(C=C2)OC)=O)C1